OC[C@H](C1=CC=CC=C1)NC1=CC(=NC=C1C1=NC(=NO1)C(C)(C)O)NC1=CC=C2C(=N1)C(NC2=O)(C)C (S)-2-((4-((2-hydroxy-1-phenylethyl)amino)-5-(3-(2-hydroxypropan-2-yl)-1,2,4-oxadiazol-5-yl)pyridin-2-yl)amino)-7,7-dimethyl-6,7-dihydro-5H-pyrrolo[3,4-b]pyridin-5-one